N-(3-chloro-4-nitrophenyl)acrylamide ClC=1C=C(C=CC1[N+](=O)[O-])NC(C=C)=O